(1-phenylimidazo[1,5-a]pyridin-3-yl)(4-(trifluoromethyl)phenyl)methanone C1(=CC=CC=C1)C=1N=C(N2C1C=CC=C2)C(=O)C2=CC=C(C=C2)C(F)(F)F